BrC1=CN(C=2C1=NC=C(C2)C(=O)NC)C 3-Bromo-N,1-dimethyl-1H-pyrrolo[3,2-b]pyridine-6-carboxamide